CC1NN(C(C1(CC(=C=C)CCCC)CC1=CC=C(C=C1)Cl)=O)C1=CC=CC=C1 3-methyl-4-(4-chlorobenzyl)-4-(2-butyl-2,3-butadienyl)-1-phenylpyrazolin-5-one